2-(5-chloroquinolin-6-yl)acetonitrile ClC1=C2C=CC=NC2=CC=C1CC#N